CC(C)(C)OC(=O)N1C[C@H](CCC1)OC1=NC(=C(C2=C1C=CO2)Br)Br (3S)-3-[(6,7-dibromofuro[3,2-c]pyridin-4-yl)oxy]piperidine-1-carboxylic acid-2-methylpropan-2-yl ester